3-chloro-N-(3-cyano-4-fluoro-1H-indol-7-yl)-1-(2-hydroxy-1,1-dimethyl-ethyl)pyrazole-4-sulfonamide ClC1=NN(C=C1S(=O)(=O)NC=1C=CC(=C2C(=CNC12)C#N)F)C(CO)(C)C